BrC=1C=C(C(=NC1)Cl)OCC 5-bromo-2-chloro-3-ethoxypyridine